(S)-1-(2-(3-fluoro-4-methylphenyl)-2H-pyrazolo[4,3-d]pyrimidin-7-yl)-N-(4-(methylthio)benzyl)piperidine-3-carboxamide FC=1C=C(C=CC1C)N1N=C2C(N=CN=C2N2C[C@H](CCC2)C(=O)NCC2=CC=C(C=C2)SC)=C1